(2S,4r)-N-[(2r,3S)-2-(4-chloro-3-fluoro-phenyl)-1-isopropyl-5-oxo-pyrrolidin-3-yl]-1-[(2S)-2-(4-cyclopropyltriazol-1-yl)-3,3-dimethyl-butyryl]-4-hydroxy-pyrrolidine-2-carboxamide ClC1=C(C=C(C=C1)[C@H]1N(C(C[C@@H]1NC(=O)[C@H]1N(C[C@@H](C1)O)C([C@H](C(C)(C)C)N1N=NC(=C1)C1CC1)=O)=O)C(C)C)F